2,2,2-trifluoro-N-methyl-N-(2-(4-(4,4,5,5-tetramethyl-1,3,2-dioxaborolan-2-yl)-1H-pyrazol-1-yl)ethyl)ethan-1-amine FC(CN(CCN1N=CC(=C1)B1OC(C(O1)(C)C)(C)C)C)(F)F